O(CCN1CCOCC1)CCN1CCOCC1 4,4'-(Oxydi-2,1-ethandiyl)-bis-morpholin